(R and S)-5-(3-acetyl-6-(2-hydroxy-6-methyl-4-(trifluoromethyl)phenyl)-2H-pyrazolo[3,4-b]pyridin-2-yl)-1-isoprop-ylpiperidin-2-one C(C)(=O)C=1N(N=C2N=C(C=CC21)C2=C(C=C(C=C2C)C(F)(F)F)O)[C@@H]2CCC(N(C2)C(C)C)=O |r|